OC1=CC=C(C=C1)C=1OC2=CC=C(C=C2C(C1)=O)OC 2-(4-hydroxyphenyl)-6-methoxy-4H-chromen-4-one